C1(CC1)COC=1C=C(C=CC1OC)/C(/CN1C(=CC(C=C1C)=O)C)=N/OC (Z)-1-(2-(3-cyclopropylmethoxy-4-methoxyphenyl)-2-(methoxyimino)ethyl)-2,6-dimethylpyridin-4(1H)-one